ClC1=C(C2=C(OC3=C2N=CN=C3N(C)C)N=C1C)C 8-chloro-N,N,7,9-tetramethyl-pyrido[3',2':4,5]furo[3,2-d]pyrimidin-4-amine